C(=C)N1C(CC(C1C)C)=O N-vinyl-4,5-dimethyl-2-pyrrolidone